3-(2-chloro-4-fluorophenoxy)-N-(3-(S-methylsulfonimidoyl)phenyl)-6-(difluoromethyl)pyridazine-4-carboxamide ClC1=C(OC=2N=NC(=CC2C(=O)NC2=CC(=CC=C2)S(=O)(=N)C)C(F)F)C=CC(=C1)F